ClC1=C(C2=C(NC(O[C@@]23CN(CCC3)C(=O)C=3C=NN(C3)CC3=CC(=CC=C3)S(=O)(=O)C)=O)C=C1)F (R)-6-chloro-5-fluoro-1'-(1-(3-(methylsulfonyl)benzyl)-1H-pyrazole-4-carbonyl)spiro[benzo[d][1,3]oxazine-4,3'-piperidin]-2(1H)-one